2-(4-((1R,5S)-3,8-diazabicyclo[3.2.1]octan-3-yl)-2-(((S)-1-methylpyrrolidin-2-yl)methoxy)quinazolin-7-yl)-3-methylaniline [C@H]12CN(C[C@H](CC1)N2)C2=NC(=NC1=CC(=CC=C21)C2=C(N)C=CC=C2C)OC[C@H]2N(CCC2)C